OC(C(=O)C1=CC=C(C=C1)OCC(C)O)(C)C 2-hydroxy-4'-(2-hydroxypropoxy)-2-methyl-propiophenone